4-FORMYL-3-METHOXYBENZONITRILE C(=O)C1=C(C=C(C#N)C=C1)OC